2-[(2-{4-[(2S)-2-hydroxypropoxy]pyridin-2-yl}-5H,6H,7H-cyclopenta[d]pyrimidin-4-yl)(methyl)amino]-N-(1-methylcyclobutyl)acetamide O[C@H](COC1=CC(=NC=C1)C=1N=C(C2=C(N1)CCC2)N(CC(=O)NC2(CCC2)C)C)C